(R)-2-(4-(4-((1-(3-(difluoromethyl)-2-fluorophenyl)ethyl)amino)-2-methylquinolin-6-yl)-2-oxopyridin-1(2H)-yl)-N,N-dimethylacetamide FC(C=1C(=C(C=CC1)[C@@H](C)NC1=CC(=NC2=CC=C(C=C12)C1=CC(N(C=C1)CC(=O)N(C)C)=O)C)F)F